1-(3-Nitro-5-trifluoromethyl-phenyl)-ethanone [N+](=O)([O-])C=1C=C(C=C(C1)C(F)(F)F)C(C)=O